3,5-Diamino-2,6-dimethoxypyridin NC=1C(=NC(=C(C1)N)OC)OC